(S)-(1-cyanopropan-2-yl)carbamic acid tert-butyl ester C(C)(C)(C)OC(N[C@H](CC#N)C)=O